2-(4-chloro-2,2-difluorobenzo[d][1,3]dioxol-5-yl)-4,4,5,5-tetramethyl-1,3,2-dioxaborolane ClC1=C(C=CC=2OC(OC21)(F)F)B2OC(C(O2)(C)C)(C)C